C(C1=CC=CC=C1)N1N=CC(=C1)C=1C(=CC(N(C1)C)=O)NCCC(=O)O 3-((5-(1-benzyl-1H-pyrazol-4-yl)-1-methyl-2-oxo-1,2-dihydropyridin-4-yl)amino)propanoic acid